COC1=NC(=CC(=C1)N)C 2-methoxy-6-methyl-pyridin-4-amine